COCCOC=1C=CC2=C(N(C=N2)C2=CC=C(N)C=C2)C1 4-[6-(2-methoxy-ethoxy)-benzoimidazol-1-yl]-aniline